N1C=CC=2C1=NC=CC2C2=CC(=CN2COCC[Si](C)(C)C)C(=O)N 5-(1H-pyrrolo[2,3-b]pyridin-4-yl)-1-{[2-(trimethylsilyl)ethoxy]methyl}-1H-pyrrole-3-carboxamide